N2-((1s,4s)-4-((7-morpholino-1,6-naphthyridin-5-yl)oxy)cyclohexyl)pyrimidine-2,5-diamine O1CCN(CC1)C1=NC(=C2C=CC=NC2=C1)OC1CCC(CC1)NC1=NC=C(C=N1)N